methyl-vinyl-diacetoneoximinosilane CC(C(CON=[Si]=NOCC(=O)C)=O)C=C